methyl-4-(5-bromo-2-hydroxybenzoyl)-1H-pyrrole CN1C=CC(=C1)C(C1=C(C=CC(=C1)Br)O)=O